NC1=NC(=CC(=N1)O)COC 2-amino-6-(methoxymethyl)pyrimidin-4-ol